methylolsodium C(O)[Na]